CN1C=CC2=CC=CC(=C12)C(=O)NCCCCCCCCCCC 1-Methyl-N-undecyl-1H-indole-7-carboxamide